N1(N=NC2=C1C=CC=C2)OC2=NC=C(C(=N2)C2=CC=C1CN(C(C1=C2)=O)[C@@H](C(=O)N[C@H](CO)C2=CC(=CC(=C2)C)F)C)Cl (R)-2-(6-(2-((1H-benzo[d][1,2,3]triazol-1-yl)oxy)-5-chloropyrimidin-4-yl)-1-oxoisoindolin-2-yl)-N-((S)-1-(3-fluoro-5-methylphenyl)-2-hydroxyethyl)propionamide